C(C)(C)C1=CC=C(C=C1)N1N=C2CCNCC3C2=C1CCN3C(=O)OC(C)(C)C tert-butyl 2-(4-isopropylphenyl)-2,3,4,5a,6,7,8,9-octahydro-5H-1,2,5,7-tetraazabenzo[cd]azulene-5-carboxylate